6-(difluoromethoxy)-2-methyl-3-(4,4,5,5-tetramethyl-1,3,2-dioxaborolan-2-yl)pyridine FC(OC1=CC=C(C(=N1)C)B1OC(C(O1)(C)C)(C)C)F